C(C)(C)(C)OC(=O)N(N=CC1=CC=CC=C1)C([2H])([2H])[2H] 2-benzylidene-1-(methyl-d3)hydrazine-1-carboxylic acid tert-butyl ester